C(CC)[SiH2]C=1OO[O+]=CC1 propyl-trioxiniosilane